N-(5-((3-cyano-6-(1-(1-(oxetan-3-yl)piperidin-4-yl)-1H-pyrazol-4-yl)pyrazolo[1,5-a]pyridin-4-yl)oxy)pyridin-2-yl)acrylamide C(#N)C=1C=NN2C1C(=CC(=C2)C=2C=NN(C2)C2CCN(CC2)C2COC2)OC=2C=CC(=NC2)NC(C=C)=O